C1(=CC=CC=C1)OC(NC1=CC(=CC=C1)[C@H](C)SC1=NN=CN1C)=O (S)-(3-(1-((4-methyl-4H-1,2,4-triazol-3-yl)thio)ethyl)phenyl)carbamic acid phenyl ester